5-((3-(5-chloropyridin-2-yl)-1,2,4-oxadiazol-5-yl)amino)-N'-hydroxypyridinecarboxamidine ClC=1C=CC(=NC1)C1=NOC(=N1)NC=1C=CC(=NC1)C(=NO)N